4-(4,6-diamino-2-(5-fluoro-1-(2-fluorobenzyl)-1H-pyrazolo[3,4-b]pyridin-3-yl)pyrimidin-5-yl)morpholin-3-one NC1=NC(=NC(=C1N1C(COCC1)=O)N)C1=NN(C2=NC=C(C=C21)F)CC2=C(C=CC=C2)F